O=P1CCN(CC1)C1=NC=CC=N1 4-oxido-1-(pyrimidin-2-yl)-1,4-azaphosphinan